ClC1=C(CCl)C=C(C(=C1)Cl)C(F)(F)F 2,4-dichloro-5-(trifluoromethyl)benzyl chloride